C(C)[C@H]1N(C[C@@H](N(C1)C=1C=2N=C(N(C2N2C(N1)=NN=C2)C[C@H]2OCCC2)C)C)[C@H](C(C)C)C2=CC=C(C=C2)C(F)(F)F 4-((2S,5R)-5-ethyl-2-methyl-4-((R)-2-methyl-1-(4-(trifluoromethyl)phenyl)propyl)piperazin-1-yl)-2-methyl-1-(((S)-tetrahydrofuran-2-yl)methyl)-1H-[1,2,4]triazolo[3,4-b]purine